N-[2-((p-bromocinnamyl)amino)ethyl]-5-isoquinolinesulfonamide BrC1=CC=C(C=CCNCCNS(=O)(=O)C=2C=3C=CN=CC3C=CC2)C=C1